perhydrodibenzyltoluene C(C1CCCCC1)C(C1=CC=CC=C1)CC1CCCCC1